CC([O-])C.C[Al+2].CC([O-])C methyl-aluminum isopropoxide